NC1=CC=C(C=C1)C1=NC2=C(N1)C=CC(=C2)NC(OCC=C)=O allyl (2-(4-aminophenyl)-1H-benzo[d]imidazol-5-yl)carbamate